N-(4-bromo-2-cyanophenyl)acrylamide BrC1=CC(=C(C=C1)NC(C=C)=O)C#N